ClC1=NC(=CC(=C1)CC(=O)OC)C1=CC=C(C=C1)F methyl 2-(2-chloro-6-(4-fluorophenyl)pyridin-4-yl)acetate